C(C)(C)(C)OC(=O)N1CC2(C1)C[C@H]([C@@H](CC2)N2N=C1C=C(C(=CC1=C2)C(NC=2C=NN1C2N=CC=C1)=O)OC1CC1)C |r| Rac-(6r,7r)-7-(6-cyclopropoxy-5-(pyrazolo[1,5-a]pyrimidin-3-ylcarbamoyl)-2H-indazol-2-yl)-6-methyl-2-azaspiro[3.5]nonane-2-carboxylic acid tert-butyl ester